C(C)OC1=C(C=C(C=C1)/C=C/C(=O)N[C@@H](C)C(=O)O)OC (E)-(3-(4-ethoxy-3-methoxyphenyl)acryloyl)-L-alanine